CC=1C=C(C=CC1N=C=O)CC1=CC(=C(C=C1)N=C=O)C bis(3-methyl-4-isocyanatophenyl)methane